4-amino-2,3-diiodo-benzoic acid NC1=C(C(=C(C(=O)O)C=C1)I)I